NCC1CCC(CC1)NC1=C(C=NC(=C1)NC1=CC=C2C(=N1)N(N=C2)C(C)C)C2=NC=C(C=C2)CN2CCOCC2 N4'-((1S,4S)-4-(aminomethyl)cyclohexyl)-N6'-(1-isopropyl-1H-pyrazolo[3,4-b]pyridin-6-yl)-5-(morpholinomethyl)-[2,3'-bipyridine]-4',6'-diamine